1-(4-ethoxypyridin-3-yl)-1-(6-(trifluoromethoxy)-5-(trifluoromethyl)benzo[d]thiazol-2-yl)butan-1-ol C(C)OC1=C(C=NC=C1)C(CCC)(O)C=1SC2=C(N1)C=C(C(=C2)OC(F)(F)F)C(F)(F)F